C(C)(C)(C)[S@@](=O)N[C@@H]1C2=CC(=CC=C2CC12CCNCC2)CCC(=O)N(C)CCOC 3-((S)-1-(((R)-tert-butylsulfinyl)amino)-1,3-dihydrospiro[inden-2,4'-piperidin]-6-yl)-N-(2-methoxyethyl)-N-methylpropionamide